FC(C(=O)O)(F)F.FC=1C(=NC(=NC1)NC1=CC=C(C=C1)N1CCN(CC1)C)N1OCCC1C1=CC=CC=C1 5-fluoro-N-(4-(4-methylpiperazin-1-yl)phenyl)-4-(3-phenylisooxazolidin-2-yl)pyrimidin-2-amine triFluoroacetate